C(N)(O[C@H]1[C@H](C2=C(C=CC=C2CC1)F)OCOC)=O (1S,2R)-8-fluoro-1-(methoxymethoxy)-1,2,3,4-tetrahydronaphthalen-2-yl carbamate